C1(CC1)C1=C(C(=C2C(=N1)CCC2)NC(=O)N=S(=O)(N)C=2SC(=CC2F)C(C)(C)O)C2CC2 N'-((2,3-dicyclopropyl-6,7-dihydro-5H-cyclopenta[b]pyridin-4-yl)carbamoyl)-3-fluoro-5-(2-hydroxypropan-2-yl)thiophene-2-sulfonimidamide